COC1=C(/C=C/C2=CC=C(OC3CSC=4N3CC=CC4)C=C2)C=CC=C1 (E)-3-(4-(2-methoxystyryl)phenoxy)-2,3-dihydrothiazolo[3,2-a]pyridine